2-[5-chloro-2-(trifluoromethyl)pyridin-4-yl]Propionic acid ClC=1C(=CC(=NC1)C(F)(F)F)C(C(=O)O)C